2-(2-((3R,4R)-3-amino-4-fluoropiperidin-1-yl)-6-fluoro-1H-benzo[d]imidazol-1-yl)-1-(3,3-dimethylmorpholino)ethan-1-one N[C@@H]1CN(CC[C@H]1F)C1=NC2=C(N1CC(=O)N1C(COCC1)(C)C)C=C(C=C2)F